[C@@H]12[C@H](C[C@@H](CC1)C2)NCCCCCCCSC2=C1CN(C(C1=CC=C2)=O)C2C(NC(CC2)=O)=O 3-(4-((7-(((1R,2S,4S)-bicyclo[2.2.1]heptan-2-yl)amino)heptyl)thio)-1-oxoisoindolin-2-yl)piperidine-2,6-dione